I.C(C1=CC=CC=C1)OC1=CC=C2C(C[C@H]3CCCN([C@@H]3C2)CCC)=C1O (4aR,10aR)-7-(benzyloxy)-1-propyl-2H,3H,4H,4aH,5H,10H,10aH-benzo[g]quinolin-6-ol hydrogen iodide